COC1(COC1)CN1CCN(CC1)C(=O)C=1C=C2C=CC(=NC2=CC1)C (4-((3-methoxyoxetan-3-yl)methyl)piperazin-1-yl)(2-methylquinolin-6-yl)methanone